C1(=CC=CC=C1)C(CC(=O)O)P(=O)(OCCOCC(CCCC)CC)OCCOCC(CCCC)CC 3-phenyl-3-{bis-[2-(2-ethylhexyloxy)ethoxy]phosphoryl}propanoic acid